2,4-dioxopiperidine O=C1NCCC(C1)=O